O[C@@H]1[C@H](O)[C@H](O)[C@H](O)CO1 α-D-Ribopyranose